FC1(C(OC(C1O)CO)N1C(N=C(C=C1)NC(CCC(=O)N)=O)=O)F N4-(1-(3,3-difluoro-4-hydroxy-5-(hydroxymethyl)tetrahydrofuran-2-yl)-2-oxo-1,2-dihydropyrimidin-4-yl)succinamide